methyl-N-(4-fluorophenylacetyl)-2-benzyloxymethyl-proline CC1[C@](N(CC1)C(CC1=CC=C(C=C1)F)=O)(C(=O)O)COCC1=CC=CC=C1